CN1N=CC(=C1)C1=NC=2N(C=C1)N=C(C2)C(=O)N 5-(1-methyl-1H-pyrazol-4-yl)pyrazolo[1,5-a]pyrimidine-2-carboxamide